bis(3,4-epoxycyclohexylmethyl)-3,4-epoxy-5-methylcyclohexanecarboxylate C1(CC2C(CC1)O2)CC2C(CC(C1C2O1)C)(C(=O)[O-])CC1CC2C(CC1)O2